FC1=CC(=C(C=C1)C1=CC(=NC=C1C)NC(=O)NC1CCC(CC1)NCCOC)OC 1-(4-(4-fluoro-2-methoxyphenyl)-5-methylpyridin-2-yl)-3-((1r,4r)-4-((2-methoxyethyl)amino)cyclohexyl)urea